C(C)(C)(C)C1=NN=C(S1)CN1CC2(CN(C2)C(=O)N2CC3(C2)CC(C3)N3N=C(N=C3)C3CC3)C1 [6-[(5-tert-butyl-1,3,4-thiadiazol-2-yl)methyl]-2,6-diazaspiro[3.3]heptan-2-yl]-[6-(3-cyclopropyl-1,2,4-triazol-1-yl)-2-azaspiro[3.3]heptan-2-yl]methanone